C1NCC12CNCC2 2,6-diazaspiro[3.4]Octane